N-[4-[2-[[4-(Dimethylamino)cyclohexyl]amino]-8-isopropyl-7-oxo-pteridin-6-yl]-2,6-difluoro-phenyl]-1-phenyl-methanesulfonamide CN(C1CCC(CC1)NC1=NC=2N(C(C(=NC2C=N1)C1=CC(=C(C(=C1)F)NS(=O)(=O)CC1=CC=CC=C1)F)=O)C(C)C)C